4-oxo-6,7-dihydro-5H-pyrazolo[1,5-a]pyridine-2,5-dicarboxylic acid diethyl ester C(C)OC(=O)C1=NN2C(C(C(CC2)C(=O)OCC)=O)=C1